C(C)OC(=O)C=1C(=NC(=NC1)SC)NCC(C(=O)OC(C)(C)C)CC(=C)F 4-(2-(2-Fluoroprop-1-en-3-yl)-2-(((2-methylprop-2-yl)oxy)carbonyl)ethylamino)-2-(Methylthio)pyrimidine-5-carboxylic acid ethyl ester